CC1(CCC1)NC(=O)[C@H]1CN(CC[C@@H]1NC(=O)C1=NOC(=C1)C1=C(C=C(C=C1)F)F)C1CCCCC1 (3S,4S)-1-Cyclohexyl-4-{[5-(2,4-difluoro-phenyl)-isoxazole-3-carbonyl]-amino}-piperidine-3-carboxylic acid (1-methyl-cyclobutyl)-amide